N1-(4-(2-amino-2-oxoethyl)phenyl)-N8-(trityloxy)octanediamide NC(CC1=CC=C(C=C1)NC(CCCCCCC(=O)NOC(C1=CC=CC=C1)(C1=CC=CC=C1)C1=CC=CC=C1)=O)=O